6-(3-Amino-2,6-difluorophenyl)-8-(4-methoxybenzyl)-2-(methylthio)pyrido[2,3-d]pyrimidin-7(8H)-one NC=1C(=C(C(=CC1)F)C1=CC2=C(N=C(N=C2)SC)N(C1=O)CC1=CC=C(C=C1)OC)F